5,6-dimethyl-4-(4,4,5,5-tetramethyl-1,3,2-dioxaborolan-2-yl)-1-tosyl-1H-indazole CC=1C(=C2C=NN(C2=CC1C)S(=O)(=O)C1=CC=C(C)C=C1)B1OC(C(O1)(C)C)(C)C